Cl.ClC1=C(C=CC(=C1)OC1=CC=CC=C1)C(=O)C1=CNC=2N=CN=C(C21)NC2CCNCC2 N-{5-[(2-chloro-4-phenoxyphenyl)carbonyl]-7H-pyrrolo[2,3-d]pyrimidin-4-yl}piperidin-4-amine hydrochloride